4-(chloromethyl)-6-methoxypyrimidine ClCC1=NC=NC(=C1)OC